5-hydroxy-6,7,8,3',4'-pentamethoxyl-flavone OC1=C2C(C=C(OC2=C(C(=C1OC)OC)OC)C1=CC(=C(C=C1)OC)OC)=O